C1=C2N(C=N1)[C@H](CC2)C2=C(C=C(C#N)C=C2)F 4-[(5R)-6,7-dihydro-5H-pyrrolo[1,2-c]imidazol-5-yl]-3-fluoro-benzonitrile